ClC=1C=NC=C(C1[C@@H](C)OC=1C=C2C(=NN(C2=CC1OC)C1OCCCC1)C1=NC(=C(C#N)C=C1)N1CC(C1)(C)NC(C)C)Cl (5-((R)-1-(3,5-dichloropyridin-4-yl)ethoxy)-6-methoxy-1-(tetrahydro-2H-pyran-2-yl)-1H-indazol-3-yl)-2-(3-(isopropylamino)-3-methylazetidin-1-yl)nicotinonitrile